FC1=C(C(N(C=2N=C(N=CC21)NC2=CC=C(C=C2)N2CCN(CC2)C)C)=O)N2CCNC1=C(C=CC=C21)C 5-fluoro-8-methyl-6-(5-methyl-3,4-dihydro-2H-quinoxalin-1-yl)-2-[4-(4-methylpiperazin-1-yl)anilino]pyrido[2,3-d]pyrimidin-7-one